6-bromo-2,3-dihydro-1H-isoindole-2,5-dicarboxylic acid 2-tert-butyl 5-methyl ester COC(=O)C=1C=C2CN(CC2=CC1Br)C(=O)OC(C)(C)C